C1(CC1)N(C1=C(C(=NC=N1)NC(CO)C1CCN(CC1)CC(=O)N)F)CC1=CC=C(C=C1)C(F)(F)F 2-(4-(1-((6-(cyclopropyl(4-(trifluoromethyl)benzyl)amino)-5-fluoropyrimidin-4-yl)amino)-2-hydroxyethyl)piperidin-1-yl)acetamide